O=C1NC(CCC1N1C(C2=CC=CC(=C2C1)NCCCCC(=O)N)=O)=O 5-((2-(2,6-dioxopiperidin-3-yl)-1-oxoisoindolin-4-yl)amino)pentanamide